C(C)(=O)N1CCN(CC1)C=1C(=NC2=CC=C(C=C2C1C(=O)N)Br)C=1OC(=CC1)C (4-acetylpiperazin-1-yl)-6-bromo-2-(5-methylfuran-2-yl)quinoline-4-carboxamide